(7-(benzyloxy)-4-chloroquinolin-3-yl)(2-ethylphenyl)methanone C(C1=CC=CC=C1)OC1=CC=C2C(=C(C=NC2=C1)C(=O)C1=C(C=CC=C1)CC)Cl